ETHYL METHYLBUTYRAT CC(C(=O)OCC)CC